N1CC(C1)CN(C)C [(azetidin-3-yl)methyl]dimethylamine